ClC=1C=NN(C1C1=C(OC=2C(=NC=NC2)N2CC3(C2)CCN(CC3)C(=O)OC(C)(C)C)C=CC(=C1)F)C(C)C tert-butyl 2-(5-(2-(4-chloro-1-isopropyl-1H-pyrazol-5-yl)-4-fluorophenoxy) pyrimidin-4-yl)-2,7-diazaspiro[3.5]nonane-7-carboxylate